ClC1=NC(=CC=C1C(=O)NS(=O)(=O)C=1C=CC(=NC1)OCCCC1CC(N(C1)C(=O)OC(C)(C)C)(C)C)N1N=C(C=C1)OCCC1(CC1)C(F)(F)F tert-Butyl 4-[3-[[5-[[2-chloro-6-[3-[2-[1-(trifluoromethyl)cyclopropyl]ethoxy]pyrazol-1-yl]pyridine-3-carbonyl]sulfamoyl]-2-pyridyl]oxy]propyl]-2,2-dimethyl-pyrrolidine-1-carboxylate